C(C)(C)(C)OC(=O)N1CC2=C(C(=CC=C2CC1)Cl)NS(=O)(=O)C1=NC=CC=C1C 7-chloro-8-(3-methylpyridine-2-sulfonylamino)-3,4-dihydroisoquinoline-2(1H)-carboxylic acid tert-butyl ester